N,N'-di-[2-(hexanesulfonyloxy)phenyl]urea C(CCCCC)S(=O)(=O)OC1=C(C=CC=C1)NC(=O)NC1=C(C=CC=C1)OS(=O)(=O)CCCCCC